(3aR)-1,3a,8-trimethyl-1,2,3,3a,8,8a-hexahydropyrrolo(2,3-b)indol-5-yl phenyl-carbamate tartrate dihydrate O.O.C(=O)(O)C(O)C(O)C(=O)O.C1(=CC=CC=C1)NC(OC=1C=C2[C@@]3(C(N(C2=CC1)C)N(CC3)C)C)=O